ClC1=CC=C(CNC2=NC(=NC=C2C(=O)N)NC=2C=NN(C2)C)C=C1 4-((4-chlorobenzyl)amino)-2-((1-methyl-1H-pyrazol-4-yl)amino)pyrimidin-5-carboxamide